C(C)(C)(C)OC(CC[C@@H](C(=O)NC1=CC=C(C=C1)CO)N)=O (S)-4-amino-5-((4-(hydroxymethyl)phenyl)amino)-5-oxopentanoic acid tert-butyl ester